C1(=CC=CC=C1)C1=NC(=NC(=N1)C1=CC=CC=C1)C=1C=C(C=C(C1)N1C2=CC=C(C=C2C=2C=C(C=CC12)F)F)N1C2=CC=C(C=C2C=2C=C(C=CC12)F)F 9,9'-(5-(4,6-diphenyl-1,3,5-triazin-2-yl)-1,3-phenylene)bis(3,6-difluoro-9H-carbazole)